C(#N)C(C)(C)C=1C=NC=C(C(=O)O)C1 5-(2-cyanoprop-2-yl)nicotinic acid